NC=1C=2N(C=CN1)C(=NC2C2=CC=C(C=C2)[C@](C)(C2=CC(=CC=C2)C(F)(F)F)O)[C@H]2CC[C@H]1N(C(CN(C1)C(C)C)=O)C2 (7S,9aR)-7-[8-Amino-1-(4-{(1R)-1-hydroxy-1-[3-(trifluoromethyl)phenyl]ethyl}phenyl)imidazo[1,5-a]pyrazin-3-yl]-2-(1-methylethyl)octahydro-4H-pyrido[1,2-a]pyrazin-4-on